COC(=O)C1=CC=C2C(=N1)N(C(=N2)CN2CCC(CC2)C2=NC(=CC=C2)OCC2=C(C=C(C=C2)C(=O)C2CC2)F)C[C@H]2OCC2 (S)-2-((4-(6-((4-(cyclopropanecarbonyl)-2-fluorobenzyl)oxy)pyridin-2-yl)piperidin-1-yl)methyl)-3-(oxetan-2-ylmethyl)-3H-imidazo[4,5-b]pyridine-5-carboxylic acid methyl ester